N1(CCNCC1)C=1C=C(OC2C(NC(CC2)=O)=O)C=CC1 3-(3-piperazin-1-ylphenoxy)piperidine-2,6-dione